C[Si](OC(=C)C)(OC(=C)C)OC(=C)C methyltri-iso-propenoxysilane